FCC1(CCC=2N(C1)N=C(C2C2=CC=NC=C2)C2=NC=C(C=C2)F)C 6-(fluoromethyl)-2-(5-fluoro-2-pyridinyl)-6-methyl-3-(4-pyridinyl)-5,7-dihydro-4H-pyrazolo[1,5-a]pyridine